benzo[e][1,4]diazepine-8-carboxylate N=1C=CN=CC=2C1CC(=CC2)C(=O)[O-]